Glycerin triacrylat C(C=C)(=O)OCC(OC(C=C)=O)COC(C=C)=O